C(C)OC(=O)C=1C(=NN2C1N=C(C=C2)C#C)NC(=O)OC(C)(C)C 2-((tert-Butoxycarbonyl)amino)-5-ethynyl-pyrazolo[1,5-a]pyrimidine-3-carboxylic acid ethyl ester